N1(C=NC=C1)C=1C=C(C=CC1)O 3-(imidazol-1-yl)phenol